N-(6-(2-(((1r,4r)-4-aminocyclohexyl)amino)quinazolin-6-yl)-5-fluoropyridin-3-yl)-2-chlorobenzenesulfonamide NC1CCC(CC1)NC1=NC2=CC=C(C=C2C=N1)C1=C(C=C(C=N1)NS(=O)(=O)C1=C(C=CC=C1)Cl)F